O=C1OC(CC1C1CC(C(=C(C1)C(=O)O)C(=O)O)C)=O 5-(2,5-dioxotetrahydrofuryl)-3-methyl-cyclohexene-1,2-dicarboxylic acid